COC1=CC=C(C=C1)S(=O)(=O)NC1=C(C=CC(=C1)CNC)C=1OC=CC1 4-Methoxy-N-(2-(furan-2-yl)-5-((methylamino)methyl)phenyl)benzenesulfonamide